4-(2-((S)-2-(2-isopropylphenyl)pyrrolidin-1-yl)-7-azaspiro[3.5]nonan-7-yl)-N-((3-nitro-4-(((tetrahydro-2H-pyran-4-yl)methyl)amino)phenyl)sulfonyl)benzamide C(C)(C)C1=C(C=CC=C1)[C@H]1N(CCC1)C1CC2(C1)CCN(CC2)C2=CC=C(C(=O)NS(=O)(=O)C1=CC(=C(C=C1)NCC1CCOCC1)[N+](=O)[O-])C=C2